CC1=CC2=CC(=CC(=C2C(=N1)C)O)O The molecule is isoquinoline in which the hydrogens at positions 6 and 8 are substituted by hydroxy groups, and those at positions 1 and 3 are substituted by methyl groups.